BrCC1=C(C=C(C=C1F)C(F)(F)F)F 2-(bromomethyl)-1,3-difluoro-5-(trifluoromethyl)benzene